tert-butyl {2-[(3-{[tert-butyl(dimethyl)silyl]oxy}propyl)amino]-4-(pyridin-3-yl)phenyl}carbamate [Si](C)(C)(C(C)(C)C)OCCCNC1=C(C=CC(=C1)C=1C=NC=CC1)NC(OC(C)(C)C)=O